C(C1=CC=CC=C1)OC=1C(=CC(=C(C1)NC(OCC=C)=O)C(=O)N1CCC(=C[C@H]1CO)C1=CSC=C1)OC allyl (S)-(5-(benzyloxy)-2-(6-(hydroxymethyl)-4-(thiophen-3-yl)-1,2,3,6-tetrahydro-pyridine-1-carbonyl)-4-methoxyphenyl)carbamate